C(CCC)C(CCCC)(CCCC)Br Tributylmethyl bromide